COC(CCCCCCCCCCCCCCCCC)=O.COCOC methylal methyl-stearate